BrC1=CC(=C2C(NC(C2=C1)=O)C1=C(C=CC(=C1)F)Cl)NC(C1=CC(=CC(=C1)C(F)(F)F)F)=O N-[6-bromo-3-(2-chloro-5-fluorophenyl)-1-oxo-2,3-dihydro-1H-isoindol-4-yl]-3-fluoro-5-(trifluoromethyl)benzamide